2-(2-(tert-butyl)phenoxy)-N-(4-hydroxy-3-methoxyphenyl)acetamide C(C)(C)(C)C1=C(OCC(=O)NC2=CC(=C(C=C2)O)OC)C=CC=C1